[Sr+2].[N+](=O)([O-])[O-].[Mn+2].[N+](=O)([O-])[O-].[N+](=O)([O-])[O-].[N+](=O)([O-])[O-] manganese nitrate, strontium salt